5-(((1R*,5R*,6S*)-3-ethyl-3-azabicyclo[4.1.0]heptan-5-yl)oxy)isobenzofuran-1(3H)-one C(C)N1C[C@@H]2C[C@@H]2[C@H](C1)OC=1C=C2COC(C2=CC1)=O |o1:4,6,7|